methyl-(4-bromo-3-fluoro-2-nitrophenyl)butoxide CC([O-])(CCC)C1=C(C(=C(C=C1)Br)F)[N+](=O)[O-]